C=CC(C)=CCC=C(C)C Trans-Beta-Ocimen